C(C)(C)(C)NS(=O)(=O)C1=CC(=CC=C1)C1=CSC2=C1N=C(N=C2)NC2=CC(=CC=C2)CO N-tertbutyl-3-(2-(3-(hydroxymethyl)phenylamino)thieno[3,2-d]pyrimidin-7-yl)benzenesulfonamide